O[C@H]([C@@H](C)NC(=O)[C@@H]([C@@H](OC)[C@H]1N(CCC1)C(C[C@@H](C[C@H](CC)C)OC)=O)C)C1=CC=CC=C1 (3R,4S,5S)-1-[(2S)-2-[(1R,2R)-2-{[(1S,2R)-1-hydroxy-1-phenylpropan-2-yl]carbamoyl}-1-methoxy-2-methylethyl]pyrrolidin-1-yl]-3-methoxy-5-methyl-1-oxoheptan